N-[7-bromo-4-(2-chloro-5-fluorophenoxy)-3-(1,3-dioxoisoindol-2-yl)-1-(oxan-2-yl)indazol-5-yl]-3-fluoro-5-(trifluoromethyl)benzamide BrC=1C=C(C(=C2C(=NN(C12)C1OCCCC1)N1C(C2=CC=CC=C2C1=O)=O)OC1=C(C=CC(=C1)F)Cl)NC(C1=CC(=CC(=C1)C(F)(F)F)F)=O